C(C1=CC=CC=C1)OC(=O)N[C@H](C(=O)OC(C)(C)C)[C@@H](CC=C)COS(=O)(=O)C (2S,3R)-tert-Butyl 2-(benzyloxycarbonylamino)-3-((methylsulfonyloxy)methyl)hex-5-enoate